ClC1=C(C=C(C=C1)N1C(CCCC12CCN(CC2)C=2N=NN(N2)C2=CC=CC=C2)=O)F 1-(4-chloro-3-fluorophenyl)-9-(2-phenyl-2H-tetrazol-5-yl)-1,9-diazaspiro[5.5]undecan-2-one